CN1N=C2[C@@H](N(CCC2=C1C1=NN(C(=C1)C(F)(F)F)C)C(=O)C=1C=C2C(=NC1)N=CS2)C (S)-(2,7-dimethyl-3-(1-methyl-5-(trifluoromethyl)-1H-pyrazol-3-yl)-2,4,5,7-tetrahydro-6H-pyrazolo[3,4-c]pyridin-6-yl)(thiazolo[4,5-b]pyridin-6-yl)methanone